5-(3-methyl-1-((5-(piperazin-1-yl)pyridin-2-yl)methyl)-4,6-dihydropyrrolo[3,4-c]pyrazol-5(1H)-yl)quinoline-8-carbonitrile CC=1C2=C(N(N1)CC1=NC=C(C=C1)N1CCNCC1)CN(C2)C2=C1C=CC=NC1=C(C=C2)C#N